C(CC)([O-])([O-])[O-] orthopropionate